[Cl-].ClC1=C(NC(=C1Cl)C)C(=O)NC1=C(OC2CC[NH2+]CC2)C=C(C=C1)C=1OC(NN1)=O 4-(2-(3,4-dichloro-5-methyl-1H-pyrrole-2-carboxamido)-5-(5-oxo-4,5-dihydro-1,3,4-oxadiazol-2-yl)phenoxy)piperidin-1-ium chloride